[5-(2-Chloro-3-fluoro-phenyl)-3-((R)-2-methoxy-1-methyl-ethyl)-2,4-dioxo-3,4-dihydro-2H-pyrimidin-1-yl]-acetic acid ClC1=C(C=CC=C1F)C=1C(N(C(N(C1)CC(=O)O)=O)[C@@H](COC)C)=O